5-(4-fluorophenyl)-4-oxo-1-propan-2-ylpyridine-3-carboxamide hydrochloride Cl.FC1=CC=C(C=C1)C=1C(C(=CN(C1)C(C)C)C(=O)N)=O